[Si](C)(C)(C(C)(C)C)O[C@@H]1CC(N(C1)C)(C(=O)OC)C methyl (4R)-4-[tert-butyl(dimethyl)silyl]oxy-1,2-dimethyl-pyrrolidine-2-carboxylate